4-((7,8-dimethoxy-3-methyl-1H-pyrazolo[4,3-c]quinolin-1-yl)methyl)benzenesulfonamide COC=1C(=CC=2C3=C(C=NC2C1)C(=NN3CC3=CC=C(C=C3)S(=O)(=O)N)C)OC